C(C)(C)SC(C1=CC(=C(OCCN2CCN(CC2)S(=O)(=O)CC2=CC=CC=C2)C=C1)OC)SC(C)C (2-(4-(bis(isopropylsulfanyl)methyl)-2-methoxyphenoxy)ethyl)-4-toluenesulfonylpiperazine